ClC=1C=C(C(=O)NC2=C(C=C(C=C2)C(F)(F)F)C2CCN(CC2)C\C=C\C2=CC=C(C=C2)Cl)C=CN1 2-chloro-N-[2-{1-[(2E)-3-(4-chlorophenyl)prop-2-ene-1-yl]piperidin-4-yl}-4-(trifluoromethyl)phenyl]isonicotinamide